C(C1=CC=CC=C1)N([C@@H](CC(=O)OCC)C=1C=C(C=CC1)C1=C(C(=CC=C1)OC)OC)[C@H](C)C1=CC=CC=C1 ethyl (S)-3-(benzyl((R)-1-phenylethyl)amino)-3-(2',3'-dimethoxybiphenyl-3-yl)propanoate